CC(CCCCC)CCCCCCCCCCCCCCCCCCCCCCCC 6-Methyltriacontane